CN1C=NC2=CC=C(C=C2C1=O)C1=CC(=NN1)C1=CC=CC=C1 3-methyl-6-(3-phenyl-1H-pyrazol-5-yl)quinazolin-4(3H)-one